Tert-butyl (S)-4-(4-bromo-2,5-difluorobenzoyl)-3-methylpiperazine-1-carboxylate BrC1=CC(=C(C(=O)N2[C@H](CN(CC2)C(=O)OC(C)(C)C)C)C=C1F)F